ClC=1C(=C2C=NNC2=C(C1F)[C@@H](COC)C)C=1N=CC=2N(C1)C=C(N2)NC(=O)C2C(C2)F N-(6-(5-chloro-6-fluoro-7-((S)-1-methoxypropan-2-yl)-1H-indazol-4-yl)imidazo[1,2-a]pyrazin-2-yl)-2-fluorocyclopropane-1-carboxamide